coumarin sodium salt [Na].O1C(=O)C=CC2=CC=CC=C12